C(CCCCCCCCCCCCCCCCC)(=O)OCCCCCCCCCCCCCCCCCCCCCC docosyl n-octadecanoate